(S)-2-(4-(5-(8-chloronaphthalen-1-yl)-8-(3-(dimethylamino)azetidin-1-yl)-3,4-dihydro-2H-pyrano[2,3-f]quinazolin-10-yl)-1-(2-fluoroacryloyl)piperazin-2-yl)acetonitrile ClC=1C=CC=C2C=CC=C(C12)C1=C2C(=C3C(=NC(=NC3=C1)N1CC(C1)N(C)C)N1C[C@@H](N(CC1)C(C(=C)F)=O)CC#N)OCCC2